FC(C)(F)C=1N=COC1C(=O)N1[C@@H](C2=C(CC1)NC=N2)C=2OC1=C(N2)C=C(C=C1)F (S)-(4-(1,1-difluoroethyl)oxazol-5-yl)(4-(5-fluorobenzo[d]oxazol-2-yl)-6,7-dihydro-1H-imidazo[4,5-c]pyridin-5(4H)-yl)methanone